CN(CC(=O)N1CCC(CC1)C=1C=C2C(=C(NC2=CC1)C=1C=CC=2N(C1C)C=NN2)C(C)C)C 2-(dimethylamino)-1-(4-(3-isopropyl-2-(5-methyl-[1,2,4]triazolo[4,3-a]pyridin-6-yl)-1H-indol-5-yl)piperidin-1-yl)ethan-1-one